C(C)(C)(C)OC(N(C)C)OC(C)(C)C 1,1-di-t-butoxy-N,N-dimethylmethanamine